4-(2-chloro-4-(4-methylbenzoyl)thiophenyl)phenylbis(4-chlorophenyl)sulfonium hexafluoroantimonate F[Sb-](F)(F)(F)(F)F.ClC1=C(C=CC(=C1)SC(C1=CC=C(C=C1)C)=O)C1=CC=C(C=C1)[S+](C1=CC=C(C=C1)Cl)C1=CC=C(C=C1)Cl